4-isopropenylphenyloxy-trimethylsilane C(=C)(C)C1=CC=C(C=C1)O[Si](C)(C)C